C(C)(=O)CC(C)=O.[Ce] cerium acetylacetone salt